C(C)OC1=C(C=CC(=C1F)F)[C@@H]1[C@H](O[C@]([C@H]1C)(C(F)(F)F)C)C(=O)NC1=CC(=[N+](C=C1)[O-])C(=O)N (2S,3R,4S,5R)-4-[[3-(2-Ethoxy-3,4-difluoro-phenyl)-4,5-dimethyl-5-(trifluoromethyl)tetrahydrofuran-2-carbonyl]amino]-1-oxido-pyridin-1-ium-2-carboxamid